7-((4-bromobenzyl)(methyl)amino)-4-(trifluoromethyl)-2H-benzopyran-2-one BrC1=CC=C(CN(C2=CC3=C(C(=CC(O3)=O)C(F)(F)F)C=C2)C)C=C1